O1C[C@@H](OC2=NC=CC=C21)C2=CC=C(CN1CCC(CC1)CCCO)C=C2 3-(1-{4-[(3S)-2,3-dihydro[1,4]dioxino[2,3-b]pyridin-3-yl]benzyl}piperidin-4-yl)propan-1-ol